2-({4-[3-(2-methoxyphenyl)-1H-pyrrolo[3,2-b]pyridin-2-yl]pyridin-3-yl}oxy)-N-methylethan-1-amine COC1=C(C=CC=C1)C1=C(NC=2C1=NC=CC2)C2=C(C=NC=C2)OCCNC